C(C)C1CCC(O1)C(=O)N 5-ethyltetrahydrofuran-2-carboxamide